C2-Methyl-indoline CC1NC2=CC=CC=C2C1